BrC1=C(C=C2C=C(N(C2=C1)S(=O)(=O)C1=CC=CC=C1)CCC(=O)N)Cl ((6-bromo-5-chloro-1-(phenylsulfonyl)-1H-indol-2-yl)methyl)acetamide